propen-2-ol C=C(C)O